ethylene disodium [Na].[Na].C=C